O[C@@H]1[C@H](COC1)CNS(=O)(=O)C1=CC=C(C=C1)C N-{[(3S,4R)-4-hydroxyoxolan-3-yl]methyl}-4-methylbenzenesulfonamide